C(C)(C)(C)OC[C@H](C(=O)O)NC(=O)OCC1C2=CC=CC=C2C=2C=CC=CC12 (2R)-3-tert-butoxy-2-{[(9H-fluoren-9-ylmethoxy)carbonyl]amino}propanoic acid